(R)-1'-(5-Amino-1-((R or S)-3-methyl-1,1-dioxidotetrahydrothiophen-3-yl)-1H-pyrazole-4-carbonyl)-6-chloro-5-fluorospiro[benzo[d][1,3]oxazine-4,3'-piperidin]-2(1H)-one NC1=C(C=NN1[C@]1(CS(CC1)(=O)=O)C)C(=O)N1C[C@@]2(CCC1)C1=C(NC(O2)=O)C=CC(=C1F)Cl |o1:6|